7-bromo-1-benzofuran-2-carboxylic acid BrC1=CC=CC=2C=C(OC21)C(=O)O